NC(C)S(=O)(=O)O 1-aminoethanesulfonic acid